ClC1=NC2=CC=C(C=C2C=C1CN1N=NC(=C1C)C(C)=O)C 2-chloro-6-methyl-3-((4-acetyl-5-methyl-1H-1,2,3-triazol-1-yl)methyl)quinoline